5-(4-(((2,6-dimethoxy-4-(2-methyl-1-oxo-1,2-dihydro-2,7-naphthyridin-4-yl)benzyl)(methyl)amino)methyl)-1H-1,2,3-triazol-1-yl)-2-(2,6-dioxopiperidin-3-yl)isoindoline-1,3-dione COC1=C(CN(C)CC=2N=NN(C2)C=2C=C3C(N(C(C3=CC2)=O)C2C(NC(CC2)=O)=O)=O)C(=CC(=C1)C1=CN(C(C2=CN=CC=C12)=O)C)OC